NC1=NC=2C=C(C=CC2C2=C1N=C(N2CC(C)(O)C)CCCC(F)(F)F)CC2=CC(=CC=C2)CN 1-(4-amino-7-(3-(aminomethyl)benzyl)-2-(4,4,4-trifluorobutyl)-1H-imidazo[4,5-c]quinolin-1-yl)-2-methylpropan-2-ol